C[C@H]1CC[C@@H](NC1)C1=NNC=C1 (2R,5S)-5-methyl-2-(1H-pyrazol-3-yl)piperidine